(R)-tert-butyl 7-(6-chloro-8-(2-(hydroxymethyl)thieno[3,2-b]pyridin-7-yl)-3,4-dihydroquinolin-1(2H)-yl)-2-fluoro-5-azaspiro[3.4]octane-5-carboxylate ClC=1C=C2CCCN(C2=C(C1)C1=C2C(=NC=C1)C=C(S2)CO)[C@H]2CN(C1(CC(C1)F)C2)C(=O)OC(C)(C)C